(R)-2-amino-3-(7-cyclopropylthieno[3,2-b]pyridine-2-carboxamido)propionic acid N[C@@H](C(=O)O)CNC(=O)C1=CC2=NC=CC(=C2S1)C1CC1